C1(CCCCC1)C1=CC=C(C=C1)NC(=O)[C@@H]1CNC[C@H]1C |r| (±)-trans-N-(4-cyclohexylphenyl)-4-methylpyrrolidine-3-carboxamide